N-[(2-propen-1-yloxy)carbonyl]-L-aspartic acid 4-(9H-fluoren-9-ylmethyl) ester C1=CC=CC=2C3=CC=CC=C3C(C12)COC(C[C@H](NC(=O)OCC=C)C(=O)O)=O